C1(C=CC(N1C=1C=C(OC=2C=C(OC3=CC(=CC=C3)OC3=CC(=CC=C3)OC3=CC(=CC=C3)N3C(C=CC3=O)=O)C=CC2)C=CC1)=O)=O 1,3-bis(3-(3-maleimidophenoxy)phenoxy)benzene